N-cyclopropyl-2-(4-cyclopropyl-2-fluoroanilino)-3,4-difluoro-5-[[2-fluoro-3-(methylsulfamoylamino)phenyl]methyl]benzamide C1(CC1)NC(C1=C(C(=C(C(=C1)CC1=C(C(=CC=C1)NS(NC)(=O)=O)F)F)F)NC1=C(C=C(C=C1)C1CC1)F)=O